m-methylbenzoic acid methyl ester COC(C1=CC(=CC=C1)C)=O